N-[4-[2-(2-amino-4,7-dihydro-4-oxo-1H-pyrrolo[2,3-d]pyrimidin-5-yl)ethyl]benzoyl]-L-glutamic acid disodium salt C1=CC(=CC=C1CCC2=CNC3=C2C(=O)NC(=N3)N)C(=O)N[C@@H](CCC(=O)[O-])C(=O)[O-].[Na+].[Na+]